trans-[4-[5-(2,6-Dioxo-3-piperidyl)-2-pyridyl]cyclohexyl]ammonium hydrogen sulfate S(=O)(=O)(O)[O-].O=C1NC(CCC1C=1C=CC(=NC1)[C@@H]1CC[C@H](CC1)[NH3+])=O